BrC1=C(C=NN1)C1=CC=C2C(N(C=NC2=C1)[C@H](C)C=1C=C(C(=O)NC2CC2)C=CC1)=O (R)-3-(1-(7-(5-Bromo-1H-pyrazol-4-yl)-4-oxoquinazolin-3(4H)-yl)ethyl)-N-cyclopropylbenzamide